4-vinylcyclopent-1-ene C(=C)C1CC=CC1